(P)-1-(4-bromo-5-fluoro-2-methoxyphenyl)-7-fluoro-2-oxo-1,2-dihydroquinoline-6-sulfonic acid perfluorophenyl ester FC1=C(C(=C(C(=C1F)F)F)F)OS(=O)(=O)C=1C=C2C=CC(N(C2=CC1F)C1=C(C=C(C(=C1)F)Br)OC)=O